FC(CC)(F)F 1,1,1-trifluoropropan